N[C@@H]1C[C@@H](C[C@@H]([C@H]1OC)C)C1=C(C=NC=C1)NC(=O)C1=NC(=C(C=C1)F)C1=C(C=C(C=C1F)C1(CCOCC1)O)F N-[4-[(1R,3R,4R,5S)-3-amino-4-methoxy-5-methylcyclohexyl]pyridin-3-yl]-6-[2,6-difluoro-4-(4-hydroxyoxan-4-yl)phenyl]-5-fluoropyridine-2-carboxamide